(6z,12z)-hexadec-6,12-dienoic acid C(CCCC\C=C/CCCC\C=C/CCC)(=O)O